C(C)(C)N(C(CCCCCCC\C=C/CCCCCCCC)=O)C(C)C oleic acid diisopropylamide